4-{(3S,5aR,6R,7R,8aS)-6-[(1E,3R)-4-(3-chloro-5-fluorophenoxy)-3-hydroxy-1-buten-1-yl]-7-hydroxyoctahydro-2H-cyclopenta[b]oxepin-3-yl}butanoic acid ClC=1C=C(OC[C@@H](/C=C/[C@H]2[C@@H](C[C@@H]3OC[C@H](CC[C@@H]32)CCCC(=O)O)O)O)C=C(C1)F